O.S(=O)(=O)(O)O.C1=CC(O)=C2C=3[C@@]45[C@@H](O2)[C@@H](O)C=C[C@H]4[C@@H](CC13)N(C)CC5 Morphine sulfate hydrate